4-bromo-5-(2-methoxyethoxy)-N-[5-(5-methylpyrazol-1-yl)-1,3,4-thiadiazol-2-yl]-6-oxopyran-2-carboxamide BrC=1C=C(OC(C1OCCOC)=O)C(=O)NC=1SC(=NN1)N1N=CC=C1C